BrCC1=C(C=C(C=C1)Cl)F (bromomethyl)-4-chloro-2-fluorobenzene